C(#N)C=1C(N(C2=CC=CC=C2C1N1CC2(C1)CN(CCC2)C(=O)OC(C)(C)C)C)=O tert-butyl 2-(3-cyano-1-methyl-2-oxo-1,2-dihydroquinolin-4-yl)-2,6-diazaspiro[3.5]nonane-6-carboxylate